5-amino-1-ethyl-6-(ethylamino)-4-hydroxypyrimidin-2(1H)-one NC=1C(=NC(N(C1NCC)CC)=O)O